propenyl-sodium C(=CC)[Na]